(4-(1-(2-aminoethoxy)phenyl)-4-chloro-2-phenylbut-1-en-1-yl)phenol NCCOC1(CC=CC=C1)C(CC(=CC1=C(C=CC=C1)O)C1=CC=CC=C1)Cl